(S)-5-((2,6-difluorobenzyl)oxy)-2-methyl-N-(pyrrolidin-3-yl)benzofuran-3-carboxamide FC1=C(COC=2C=CC3=C(C(=C(O3)C)C(=O)N[C@@H]3CNCC3)C2)C(=CC=C1)F